Cl.C1NCC12NC(CC2)=O 2,5-Diazaspiro-[3.4]octan-6-one Hydrochloride